C1(CCCCC1)C([C@@H](C(=O)NC1=C(C=C(C=C1)[C@@H](C(=O)N1C[C@@H]([C@H](C1)F)F)C)F)NC(=O)C1=CC=NN1C(C)C)C1CCCCC1 N-((S)-1,1-dicyclohexyl-3-((4-((S)-1-((3S,4S)-3,4-difluoropyrrolidin-1-yl)-1-oxopropan-2-yl)-2-fluorophenyl)amino)-3-oxopropan-2-yl)-1-isopropyl-1H-pyrazole-5-carboxamide